1-(5-(difluoromethoxy)pyridin-3-yl)-3-(2-hydroxypropan-2-yl)-N-(3-methyl-1,1-dioxidothietan-3-yl)-1H-pyrazolo[3,4-b]pyridine-5-carboxamide FC(OC=1C=C(C=NC1)N1N=C(C=2C1=NC=C(C2)C(=O)NC2(CS(C2)(=O)=O)C)C(C)(C)O)F